(6-(2H-1,2,3-triazol-2-yl)-5-(trifluoromethyl)pyridin-3-yl)-4-(3-amino-2-chloro-5-ethynylpyridin-4-yl)-2-chloro-5-fluorobenzamide N=1N(N=CC1)C1=C(C=C(C=N1)C=1C(=C(C(=O)N)C=C(C1C1=C(C(=NC=C1C#C)Cl)N)F)Cl)C(F)(F)F